2-(tert-butyl)-1-(4-fluorophenyl)-5-methoxy-1H-indole C(C)(C)(C)C=1N(C2=CC=C(C=C2C1)OC)C1=CC=C(C=C1)F